O/N=C(\C1=CC=CC=C1)/NC=1C=C(C=CC1)C (E)-N'-hydroxy-N-(m-tolyl)benzimidamide